Tert-butyl N-[(2S)-3-(3,4-difluorophenyl)-1-(4-[4-[1-(2,6-dioxopiperidin-3-yl)-3-methyl-2-oxo-1,3-benzodiazol-5-yl]but-3-yn-1-yl]piperidin-1-yl)-1-oxopropan-2-yl]carbamate FC=1C=C(C=CC1F)C[C@@H](C(=O)N1CCC(CC1)CCC#CC1=CC2=C(N(C(N2C)=O)C2C(NC(CC2)=O)=O)C=C1)NC(OC(C)(C)C)=O